C(C)OC1=C(C=CC=C1OCC)CNCC1=CC(=NC=C1)N1CCCCC1 N-[(2,3-diethoxyphenyl)methyl]-1-[2-(1-piperidinyl)-4-pyridinyl]methanamine